1-(1-(4-chlorophenyl)-2,2,2-trifluoroethyl)-N-ethyl-4-methyl-5-oxo-4,5-dihydropyrazine-2-sulfonamide ClC1=CC=C(C=C1)C(C(F)(F)F)N1C(=CN(C(C1)=O)C)S(=O)(=O)NCC